(1-ethyl-2,4-dioxo-8-((tetrahydro-2H-pyran-4-yl)methyl)-1,3,8-triazaspiro[4.5]decan-3-yl)-5-methylbenzonitrile C(C)N1C(N(C(C12CCN(CC2)CC2CCOCC2)=O)C2=C(C#N)C=C(C=C2)C)=O